C(C)(C)(C)[Si](C)(C)OCCOCCOC=1N(N=CC1C=1C=C2C(=NN(C2=C(C1)F)C1OCCCC1)C#C[Si](C(C)C)(C(C)C)C(C)C)C tert-butyl-[2-[2-[4-[7-fluoro-1-tetrahydropyran-2-yl-3-(2-triisopropylsilylethynyl)indazol-5-yl]-2-methyl-pyrazol-3-yl]oxyethoxy]ethoxy]-dimethyl-silane